1-(2-aminoethyl)pyridine hexafluorophosphate F[P-](F)(F)(F)(F)F.NCCN1CC=CC=C1